NC1(CCC2=CC=CC=C12)C(=O)N aminoindaneamide